1,2-bis(dicyclohexyl)phosphinoethane C1(CCCCC1)P(CCP(C1CCCCC1)C1CCCCC1)C1CCCCC1